diamino-p-terphenyl-4,4'-dicarboxylic acid NC=1C(=C(C=CC1C(=O)O)C1=CCC(C=C1)(C1=CC=CC=C1)C(=O)O)N